C(C)(C)(C)C=1C(=C(C(=CC1)C(C)C)O)C(C)C (tert-butyl)-2,6-diisopropylphenol